C(C)(C)(C)[S@@](=O)N[C@@H]1C2=C(N=CS2)CC12CCN(CC2)C=2N=CC(=NC2)SCCC(=O)OCC(CCCC)CC 2-ethylhexyl 3-((5-((S)-6-(((R)-tert-butyl Sulfinyl) amino)-4,6-dihydrospiro[cyclopenta[d]thiazole-5,4'-piperidin]-1'-yl)pyrazin-2-yl)thio)propanoate